8-chloro-7-(7-chloro-1H-indol-5-yl)-3-(cyclopropylmethyl)-1,2,4-triazolo[4,3-a]-pyridine ClC=1C=2N(C=CC1C=1C=C3C=CNC3=C(C1)Cl)C(=NN2)CC2CC2